lead (II) bisulfate S([O-])(O)(=O)=O.[Pb+2].S([O-])(O)(=O)=O